N6-(3,4-difluoro-5-(trifluoromethyl)phenyl)-5-fluoro-1H-pyrazolo[3,4-b]pyridine-3,6-diamine FC=1C=C(C=C(C1F)C(F)(F)F)NC1=C(C=C2C(=N1)NN=C2N)F